(Z)-2-hexene-1-aldehyde C(\C=C/CCC)=O